ClC=1N=C(C2=C(N1)CN(C2)C(=O)OC(C)(C)C)N[C@H](C)C2=CC(=CC(=C2)C(F)(F)F)[N+](=O)[O-] (R)-tert-butyl 2-chloro-4-((1-(3-nitro-5-(trifluoromethyl) phenyl) ethyl) amino)-5,7-dihydro-6H-pyrrolo[3,4-d]pyrimidine-6-carboxylate